N-(1-bromoimidazo[1,5-a]pyridin-3-yl)-7-(difluoromethyl)quinolin-4-amine BrC=1N=C(N2C1C=CC=C2)NC2=CC=NC1=CC(=CC=C21)C(F)F